(rac)-(2s,4s)-2-(1-(4-(Trifluoromethoxy)phenyl)-3-azabicyclo[3.1.0]hexane-3-carbonyl)-7-oxa-5-azaspiro[3.4]octan-6-one FC(OC1=CC=C(C=C1)C12CN(CC2C1)C(=O)C1CC2(C1)NC(OC2)=O)(F)F